4-(2-bromophenyl)-1-toluenesulfonyl-3,4-dihydropyridin-2(1H)-one BrC1=C(C=CC=C1)C1CC(N(C=C1)S(=O)(=O)CC1=CC=CC=C1)=O